N-(2-hydroxy-2-methylpropyl)-12-oxo-2,4,8-tetradecatrienamide OC(CNC(C=CC=CCCC=CCCC(CC)=O)=O)(C)C